BrC1=CC=C(C=C1)N=NN 4-bromophenyl-triazene